2,7-di-tert-butyl-9,9-di(2-ethylhexyl)fluorene C(C)(C)(C)C1=CC=2C(C3=CC(=CC=C3C2C=C1)C(C)(C)C)(CC(CCCC)CC)CC(CCCC)CC